CC=1C=2N(C=C(N1)C)C=C(C2)C=2C=C(C(=NC2)C=2N=NC(=CC2)O[C@H]2[C@H](C(NC(C2)(C)C)(C)C)F)O 5-(1,3-dimethylpyrrolo[1,2-a]pyrazin-7-yl)-2-(6-{[(3S,4R)-3-fluoro-2,2,6,6-tetramethylpiperidin-4-yl]oxy}pyridazin-3-yl)pyridin-3-ol